tert-butyl (S)-4-(6-(6-methoxy-2-methyl-2H-indazole-5-carboxamido)pyridazin-3-yl)-2-methylpiperazine-1-carboxylate COC=1C(=CC2=CN(N=C2C1)C)C(=O)NC1=CC=C(N=N1)N1C[C@@H](N(CC1)C(=O)OC(C)(C)C)C